O=C1NC(CC[C@@H]1N1C(C2=CC=CC(=C2C1)OCC=1C=C2CCC(C2=CC1)N1CCN(CC1)C1=C(C=C(C#N)C=C1)F)=O)=O 4-(4-(5-(((2-((S)-2,6-dioxopiperidin-3-yl)-1-oxoisoindolin-4-yl)oxy)methyl-yl)-2,3-dihydro-1H-inden-1-yl)piperazin-1-yl)-3-fluorobenzonitrile